di-(4-trifluoromethyl-phenyl)-iodonium tetrafluoroborate F[B-](F)(F)F.FC(C1=CC=C(C=C1)[I+]C1=CC=C(C=C1)C(F)(F)F)(F)F